C(C1=CC=CC=C1)C1=CC(=NO1)C(=O)N[C@H](C(N[C@@H](C[C@H]1C(NCC1)=O)C(COC(F)(F)F)=O)=O)CC1CC1 5-benzyl-N-((S)-3-cyclopropyl-1-oxo-1-(((S)-3-oxo-1-((S)-2-oxopyrrolidin-3-yl)-4-(trifluoromethoxy)butan-2-yl)amino)propan-2-yl)isoxazole-3-carboxamide